1-(2,3-difluorobenzyl)-5-hydroxy-N-methyl-2-oxo-2,3-dihydro-1H-benzo[b]azepine-4-carboxamide FC1=C(CN2C3=C(C(=C(CC2=O)C(=O)NC)O)C=CC=C3)C=CC=C1F